5-(2-Isopropyl-4-methoxy-5-pyrazol-1-yl-phenoxy)-pyrimidine-2,4-diamine C(C)(C)C1=C(OC=2C(=NC(=NC2)N)N)C=C(C(=C1)OC)N1N=CC=C1